ClC=1C(=NC2=CC(=C(C=C2C1Cl)C=1C=NC(=C(C1)F)P(=O)(C)C)F)C 3,4-dichloro-6-[6-(dimethylphosphoryl)-5-fluoropyridin-3-yl]-7-fluoro-2-methylquinoline